C[C@H](C1=CC=CC2=CC=CC=C21)N R-(+)-1-(1-naphthyl)ethylamine